C1(=CC=CC=C1)C1=C(C(=C(C2=C1C1=C(C2)C=CC=C1)C1=CC=CC=C1)C1=CC=CC=C1)C1=CC=CC=C1 tetraphenyl-Dibenzocyclopentene